FC=1C=C(C=CC1C)NC(CC1=CC=C(C=C1)C1=CC=2N(C=C1)N=CN2)=O N-(3-Fluoro-4-methylphenyl)-2-[4-([1,2,4]triazolo[1,5-a]pyridin-7-yl)phenyl]acetamide